2-methoxyethylcyanoacrylate COCCC=C(C(=O)[O-])C#N